ClC=1C(=C(C=CC1)N1CCN(CC1)C(CN1N=C(C=2CCCCC12)C(=O)N1CCN(CC1)C(CO)=O)=O)C 1-(4-(3-Chloro-2-methylphenyl)piperazin-1-yl)-2-(3-(4-(2-hydroxyacetyl)piperazin-1-carbonyl)-4,5,6,7-tetrahydro-1H-indazol-1-yl)ethanon